ClC1=C(C(=C(C=C1OC)OC)Cl)C1=CC2=C(N=C(N=C2)N[C@H]2[C@H](COC2)NC(C=C)=O)C(=N1)NCC1COC1 N-((3R,4S)-4-((6-(2,6-dichloro-3,5-dimethoxyphenyl)-8-((oxetan-3-ylmethyl)amino)pyrido[3,4-d]pyrimidin-2-yl)amino)tetrahydrofuran-3-yl)acryl-amide